C(=O)O.C(CCC)C1=C(N=C(S1)C(=O)NCCNC1=NC=CC2=CC=C(C=C12)C1=NOC(=N1)C)C 5-butyl-4-methyl-N-(2-((7-(5-methyl-1,2,4-oxadiazol-3-yl)isoquinolin-1-yl)amino)ethyl)thiazole-2-carboxamide formate salt